C(#N)CC/C=C/C1=CC(=C(N1C1=CC=C(C#N)C=C1)C)C(CN1C2[C@@H](CC1CC2)O)=O (±)-4-(5-((E)-4-Cyanobut-1-en-1-yl)-3-(2-((2R)-2-hydroxy-7-azabicyclo[2.2.1]heptan-7-yl)acetyl)-2-methyl-1H-pyrrol-1-yl)benzonitrile